2-Bromooctan BrC(C)CCCCCC